tert-butyl ((4-(((S)-5,7-difluorochroman-4-yl)oxy)-6-(dimethylcarbamoyl)-2-methyl-1H-benzo[d]imidazol-1-yl)methyl) hydrogen phosphate P(=O)(OC(C)(C)C)(OCN1C(=NC2=C1C=C(C=C2O[C@H]2CCOC1=CC(=CC(=C21)F)F)C(N(C)C)=O)C)O